4-((5-Chloro-7-(2-((3,5-dimethyl-2,6-dioxo-3,6-dihydropyrimidin-1(2H)-yl)methanyl)thieno[3,2-b]pyridin-7-yl)-1H-indol-1-yl)methyl)piperidine-4-carbonitrile trifluoroacetate FC(C(=O)O)(F)F.ClC=1C=C2C=CN(C2=C(C1)C1=C2C(=NC=C1)C=C(S2)CN2C(N(C=C(C2=O)C)C)=O)CC2(CCNCC2)C#N